ClC=1C=NC(=NC1)N1CCC(CC1)CCCOC1=CC(=C(C=C1)CC(=O)NCCS(=O)(=O)O)F 2-[[2-[4-[3-[1-(5-chloropyrimidin-2-yl)-4-piperidyl]propoxy]-2-fluoro-phenyl]acetyl]amino]ethanesulfonic acid